2,2'-dilithiobiphenyl [Li]C1=C(C=CC=C1)C1=C(C=CC=C1)[Li]